[F-].[Ga+3].[F-].[F-] Gallium fluorid